((S)-3-aminopyrrolidin-1-yl)-N-((R)-(5-chloro-2-hydroxyphenyl)(1H-indol-2-yl)methyl)-[1,1'-biphenyl]-3-carboxamide N[C@@H]1CN(CC1)C1=C(C=CC=C1C(=O)N[C@@H](C=1NC2=CC=CC=C2C1)C1=C(C=CC(=C1)Cl)O)C1=CC=CC=C1